N1=CC=NC2=C(C=CC=C12)C(C)OCC(=O)N1CC2CCC(C1)N2C2=NC=C(C#N)C=C2 Racemic-6-(3-(2-(1-(quinoxalin-5-yl)ethoxy)acetyl)-3,8-diazabicyclo[3.2.1]octan-8-yl)nicotinonitrile